6-(2-((2-Cyano-2-methylpropyl)amino)-4-methoxypyrrolo[2,1-f][1,2,4]triazin-5-yl)-N-methylimidazo[1,2-a]pyridine-3-carboxamide C(#N)C(CNC1=NN2C(C(=N1)OC)=C(C=C2)C=2C=CC=1N(C2)C(=CN1)C(=O)NC)(C)C